3-[4-Cyano-1-(2-fluorobenzoyl)-5-[(4-fluorophenyl)methoxy]-1H-pyrazol-3-yl]-N,N-dimethyl-2-(trifluoromethyl)pyrrolidin-1-sulfonamid C(#N)C=1C(=NN(C1OCC1=CC=C(C=C1)F)C(C1=C(C=CC=C1)F)=O)C1C(N(CC1)S(=O)(=O)N(C)C)C(F)(F)F